C(C)(C)(C)OC(=O)N1CCC(CC1)NC1=NC(=CC=C1)N1N(C(C=2C1=NC(=NC2)SC)=O)CC=C tert-butyl-4-({6-[6-(methylsulfanyl)-3-oxo-2-(prop-2-en-1-yl)-1H,2H,3H-pyrazolo[3,4-d]pyrimidin-1-yl]pyridin-2-yl}amino)piperidine-1-carboxylate